FC(C1=NC=2N(C=C1)N=CC2)(F)F 5-(trifluoromethyl)pyrazolo[1,5-a]Pyrimidine